diisopropyltitanium oxide [O-2].C(C)(C)[Ti+2]C(C)C